3-[4-(2-Piperazin-1-ylethylcarbamoyl)phenyl]-1-sulfamoyl-pyrrole-2-carboxylic acid N1(CCNCC1)CCNC(=O)C1=CC=C(C=C1)C1=C(N(C=C1)S(N)(=O)=O)C(=O)O